O=C([C@@H](CC)NC(C)=O)N1CCN(CC1)C1=CC(=CC=C1)OC(F)(F)F (R)-N-(1-oxo-1-(4-(3-(trifluoromethoxy)phenyl)piperazin-1-yl)butan-2-yl)acetamide